N-{cyclopropyl[3-fluoro-4-(propan-2-yl)phenyl]methyl}-4-fluoro-1-[2-(1H-1,2,3-triazol-5-yl)acetyl]pyrrolidine-2-carboxamide C1(CC1)C(NC(=O)C1N(CC(C1)F)C(CC1=CN=NN1)=O)C1=CC(=C(C=C1)C(C)C)F